4-((4-((4-amino-5,7-dimethylpyrido[2,3-d]pyrimidin-2-yl)amino)piperidin-1-yl)methyl-d2)benzonitrile NC=1C2=C(N=C(N1)NC1CCN(CC1)C(C1=CC=C(C#N)C=C1)([2H])[2H])N=C(C=C2C)C